1-(tert-butyl) 3-((1-(3-(5,8-dimethyl-1,2,3,4-tetrahydroisoquinolin-6-yl)phenyl)-1H-1,2,3-triazol-4-yl)methyl) (S)-3-methyl-6-oxocyclohex-1-ene-1,3-dicarboxylate C[C@]1(C=C(C(CC1)=O)C(=O)OC(C)(C)C)C(=O)OCC=1N=NN(C1)C1=CC(=CC=C1)C=1C(=C2CCNCC2=C(C1)C)C